2-methanesulfonyl-4-trifluoromethylbenzoic acid (1,3-dimethylpyrazol-5-yl) ester CN1N=C(C=C1OC(C1=C(C=C(C=C1)C(F)(F)F)S(=O)(=O)C)=O)C